O[C@H]1[C@@H](O)[C@H](O)[C@@H](O)[C@H](O1)C(=O)O β-D-iduronic acid